OCC[C@H]1CN(CCO1)C1=CC=C(N=N1)C1=C(C=C(C=C1C)C)O 2-[6-[(2S)-2-(2-hydroxyethyl)morpholin-4-yl]pyridazin-3-yl]-3,5-dimethyl-phenol